N-[(S)-1-(3-chloro-5-methoxyphenyl)ethyl]-4-[(S)-5-methyl-1,4-diazepan-1-yl]-8-cyclopropyl-6-methyl-1,7-diaza-3-naphthamide ClC=1C=C(C=C(C1)OC)[C@H](C)NC(=O)C=1C=NC2=C(N=C(C=C2C1N1CCN[C@H](CC1)C)C)C1CC1